7-((5-Chloro-4-methoxypyridin-2-yl)oxy)-2-azaspiro[3.5]nonan ClC=1C(=CC(=NC1)OC1CCC2(CNC2)CC1)OC